C(C)(C)(C)[C@@H]1CC=2C=C(C(=NC2C=2N1C=C(C(C2)=O)C(=O)O)OC)OCC2CC2 (S)-6-(tert-butyl)-3-(cyclopropylmethoxy)-2-methoxy-10-oxo-6,10-dihydro-5H-pyrido[1,2-h][1,7]naphthyridine-9-carboxylic acid